5-((1-(5-chloropyridin-2-yl)-1H-pyrazol-4-yl)amino)-N'-hydroxypyridineformamidine ClC=1C=CC(=NC1)N1N=CC(=C1)NC=1C=CC(=NC1)C(=NO)N